ClC=1C(=CC(=NC1)CC(=O)NC1=NNC(=C1)[C@@H]1C[C@@H](CC1)N(C([O-])=O)C1(CC1)C)C (1R,3S)-3-(3-{[(5-chloro-4-methylpyridin-2-yl)acetyl]amino}-1H-pyrazol-5-yl)cyclopentyl(1-methylcyclopropyl)carbamate